ClC1=C(C2=C(NC(O[C@@]23CN(CCC3)C(=O)C3=NN=C(N3)C(C3=CC=CC=C3)C3CC3)=O)C=C1)F (4R)-6-Chloro-1'-(5-(cyclopropyl(phenyl)methyl)-4H-1,2,4-triazole-3-carbonyl)-5-fluorospiro[benzo[d][1,3]oxazine-4,3'-piperidin]-2(1H)-one